CN(S(=O)(=O)C1=CC(=CC=C1)S(=O)(=O)NC1=C(C=CC=C1)N1CC(CCC1)C)C N1,N1-dimethyl-N3-(2-(3-methylpiperidin-1-yl)phenyl)benzene-1,3-disulfonamide